C(C)S(=O)(=O)N1CC=C(CC1)B1OC(C)(C)C(C)(C)O1 1-ethanesulfonyl-5,6-dihydro-2H-pyridine-4-boronic acid pinacol ester